2-{methyl[(3R,6R)-6-methyl-1-{[2-(2H-tetrazol-2-yl)phenyl]carbonyl}piperidin-3-yl]amino}pyridine-4-carbonitrile CN(C1=NC=CC(=C1)C#N)[C@H]1CN([C@@H](CC1)C)C(=O)C1=C(C=CC=C1)N1N=CN=N1